CNS(OCC(=O)NC=1SC(=C(N1)C)CC1=C(C=CC=C1)C)(=O)=O 2-((4-methyl-5-(2-methylbenzyl)thiazol-2-yl)amino)-2-oxoethyl methylsulfamate